F[C@@]1(CN(CC[C@@H]1OC)C1=NC=CC(=N1)NC=1N=CC2=C(C=CC(=C2C1)C(C)C)N1[C@@H]([C@H](C1)C[S@@](=O)C)C)C N-(2-((3R,4S)-3-fluoro-4-Methoxy-3-methylpiperidin-1-yl)pyrimidin-4-yl)-5-isopropyl-8-((2R,3S)-2-methyl-3-(((S)-Methylsulfinyl)methyl)azetidin-1-yl)isoquinolin-3-amine